C(C1=CC=CC=C1)(=O)OC[C@H]1O[C@H]([C@@H]2OC(O[C@@H]21)=O)N2C(N=C(C=C2)NO)=O ((3aR,4R,6R,6aR)-6-(4-(hydroxyamino)-2-oxopyrimidin-1(2H)-yl)-2-oxotetrahydrofuro[3,4-d][1,3]dioxol-4-yl)methyl benzoate